COC=1C(=NC=C(N1)C)CNC(=O)[C@@]1([C@H]2CC[C@@H](C1)O2)C |r| racemic-(1R,2S,4S)-N-((3-methoxy-5-methylpyrazin-2-yl)methyl)-2-methyl-7-oxabicyclo[2.2.1]heptane-2-carboxamide